3-chloro-2,4,6-trimethylaniline ClC=1C(=C(N)C(=CC1C)C)C